CN1N=CC(=C1)C1=CCCN(C1)C(=O)OC(C)(C)C tert-Butyl 5-(1-methyl-1H-pyrazol-4-yl)-3,6-dihydropyridine-1(2H)-carboxylate